C(C1=CC=CC=C1)N(C(=S)SSCCCCCCCSSC(N(CC1=CC=CC=C1)CC1=CC=CC=C1)=S)CC1=CC=CC=C1 1,7-bis(N,N'-dibenzylthiocarbamoyl-dithio)heptane